O=C(NCCCN1C=C/C(/C2=CC=CC=C12)=C/C=1SC2=C([N+]1CCCS(=O)(=O)[O-])C=CC=C2)CCC(NCCOCCOCCNC(CCC#C)=O)=O (Z)-3-(2-((1-(5,8,19-trioxo-12,15-dioxa-4,9,18-triazatricos-22-yn-1-yl)quinolin-4(1H)-ylidene)methyl)benzo[d]thiazol-3-ium-3-yl)propane-1-sulfonate